OC1(CC(C1)N1C=C(C2=C1N=NC(=C2)C2=C(C=C1C(C=CO1)=C2O)C)C)C 5-[7-(3-hydroxy-3-methyl-cyclobutyl)-5-methyl-pyrrolo[2,3-c]pyridazin-3-yl]-6-methyl-benzofuran-4-ol